C1(=CC=CC2=CC=CC=C12)P(C1=NC=CC=C1)(C1=CC=CC2=CC=CC=C12)=O bis(naphthalen-1-yl)(pyridin-2-yl)phosphine oxide